N=1N(N=CC1)C1=CC=C(C=C1)C(C(=O)N[C@@H]([C@H](O)C1=CC(=C(C=C1)OC1CC1)Cl)CN1CCCC1)=O 2-(4-(2H-1,2,3-triazol-2-yl)phenyl)-N-((1r,2r)-1-(3-chloro-4-cyclopropoxyphenyl)-1-hydroxy-3-(pyrrolidin-1-yl)propan-2-yl)-2-oxoacetamide